9-Methyl-1-(3-Methyl-1H-indol-2-yl)-2,3-dihydro-1H-pyrrolo[1,2-a]indole CC1=C2N(C=3C=CC=CC13)CCC2C=2NC1=CC=CC=C1C2C